OCC(CO)OCC(CNC(NCCCCCC(=O)O)=O)(CO)COC(CO)CO 6-(3-(3-((1,3-dihydroxypropan-2-yl)oxy)-2-(((1,3-dihydroxypropan-2-yl)oxy)methyl)-2-(hydroxymethyl)propyl)ureido)hexanoic acid